DIMETHYL-BENZYL-AMMONIUM C[NH+](CC1=CC=CC=C1)C